2,4-di-n-octylphenol C(CCCCCCC)C1=C(C=CC(=C1)CCCCCCCC)O